((1S,5S)-9,9-dimethyl-6-(4-(methyl(2-(methyl-sulfonyl)ethyl)amino)phenyl)-3,6-diazabicyclo[3.2.2]nonan-3-yl)(1,1-dioxidothiomorpholino)methanone CC1(C[C@@H]2CN(C[C@H]1N(C2)C2=CC=C(C=C2)N(CCS(=O)(=O)C)C)C(=O)N2CCS(CC2)(=O)=O)C